C1(CC1)OC1(CCN(CC1)C1=CN=NC(=C1)C1=C(C=CC=C1)O)C(=O)N(C)C1CCN(CC1)CC1CCN(CC1)C1=CC=C(C=C1)[C@@H]1C(NC(CC1)=O)=O (R)-4-CYCLOPROPOXY-N-(1-((1-(4-(2,6-DIOXOPIPERIDIN-3-YL)PHENYL)PIPERIDIN-4-YL)METHYL)PIPERIDIN-4-YL)-1-(6-(2-HYDROXYPHENYL)PYRIDAZIN-4-YL)-N-METHYLPIPERIDINE-4-CARBOXAMIDE